(6-[3-(2,5-difluorophenyl)-4-methyl-1-pyrazolyl]-2-aza-2-spiro[3.3]heptyl)(2-fluoro-5-hydroxyphenyl)methanone FC1=C(C=C(C=C1)F)C1=NN(C=C1C)C1CC2(CN(C2)C(=O)C2=C(C=CC(=C2)O)F)C1